5-(2-fluoro-6-hydroxy-3-((3-hydroxyoxetan-3-yl)ethynyl)phenyl)-1,2,5-thiadiazolidin-3-one 1,1-dioxide FC1=C(C(=CC=C1C#CC1(COC1)O)O)N1CC(NS1(=O)=O)=O